1-(2-(1-benzyl-2,5-dimethyl-1H-pyrrol-3-yl)-2-oxoethyl)-5-(prop-1-yn-1-yl)pyridin-2(1H)-one C(C1=CC=CC=C1)N1C(=C(C=C1C)C(CN1C(C=CC(=C1)C#CC)=O)=O)C